O=S1(N(CC(N1)=O)C=1C(=C2C=CC(=CC2=CC1O)NC(CC1=CC(=C(C=C1)NC1=CC=C2C(=NN(C2=C1)C)C1C(NC(CC1)=O)=O)C)=O)F)=O N-(6-(1,1-dioxido-4-oxo-1,2,5-thiadiazolidin-2-yl)-5-fluoro-7-hydroxynaphthalen-2-yl)-2-(4-((3-(2,6-dioxopiperidin-3-yl)-1-methyl-1H-indazol-6-yl)amino)-3-methylphenyl)acetamide